ClC1=NC=C(C(=C1)NC[C@H](COC1=C(C=NN1C)C1=NC=CC(=N1)N)F)C#CC=1C=NN(C1)C (R)-2-(5-(3-((2-chloro-5-((1-methyl-1H-pyrazol-4-yl)ethynyl)pyridin-4-yl)amino)-2-fluoropropoxy)-1-methyl-1H-pyrazol-4-yl)pyrimidin-4-amine